methyl-Succinic Anhydride CC1C(=O)OC(C1)=O